7-methoxy-3,4-dihydro-2H-chromen-2-yl-(benzoic acid) COC1=CC=C2CCC(OC2=C1)C1=C(C(=O)O)C=CC=C1